[Si](C)(C)(C(C)(C)C)OCCCC1(C(NC2=CC(=NC=C2C1)Cl)C=O)C1=CC(=CC(=C1)OC)OC 3-((tert-Butyldimethylsilanyloxy)propyl)-7-chloro-3-(3,5-dimethoxyphenyl)-1,6-naphthyridine-2(1H)-aldehyde